FC1=C(C=CC=C1)C=1NC=CN1 2-(2-fluorophenyl)-1H-imidazole